COC1=CC=C(COC2=C(SC=C2)C(=O)NC=2C=NC=CC2)C=C1 3-(4-methoxybenzyloxy)-N-(pyridin-3-yl)thiophene-2-carboxamide